(S)-benzyl 2-((2S,3R)-3-(((benzyloxy)carbonyl)amino)-2-hydroxy-4-phenylbutanamido)-3-(3-(trifluoromethoxy)phenyl)propanoate C(C1=CC=CC=C1)OC(=O)N[C@@H]([C@@H](C(=O)N[C@H](C(=O)OCC1=CC=CC=C1)CC1=CC(=CC=C1)OC(F)(F)F)O)CC1=CC=CC=C1